4-chloro-N-(4-(((1R,5S,7r)-9-methyl-3-oxa-9-azabicyclo[3.3.1]nonan-7-yl)oxy)phenyl)pyrimidin-2-amine ClC1=NC(=NC=C1)NC1=CC=C(C=C1)OC1C[C@H]2COC[C@@H](C1)N2C